(3,4-difluorophenoxy)-2-nitrobenzoic acid methyl ester COC(C1=C(C(=CC=C1)OC1=CC(=C(C=C1)F)F)[N+](=O)[O-])=O